7-methyl-3H-thieno[3,2-d][1,2,3]triazin-4-one CC1=CSC2=C1N=NNC2=O